N-cyclohexyl-3-aminopropanesulfonic acid C1(CCCCC1)NCCCS(=O)(=O)O